C(C(C)(C)C)(=O)NC1=C(C=CC(=C1NC(C(C)(C)C)=O)C=1C=CC=C2C=CC=C(C12)C1=CC=C(C(=O)N[C@H](C)C2=CC=CC=C2)C=C1)C=1C=CC=C2C=CC=C(C12)C1=CC=C(C(=O)N[C@H](C)C2=CC=CC=C2)C=C1 4,4'-((2,3-dipivalamido-1,4-phenylene)bis(naphthalene-8,1-diyl))bis(N-((R)-1-phenylethyl)benzamide)